7-(3-trifluoromethylbenzyl)-6-methyl-5,8-dioxo-5,8-dihydronaphthalene-1-sulfonamide FC(C=1C=C(CC2=C(C(C=3C=CC=C(C3C2=O)S(=O)(=O)N)=O)C)C=CC1)(F)F